(E)-3-(4,4-dimethylcyclohex-1-en-1-yl)prop-2-en-1-ol CC1(CC=C(CC1)/C=C/CO)C